[Cl-].C1(=CC=CC=C1)N1N=C2N(C1)CCC2 6,7-dihydro-2-phenyl-5H-pyrrolo[2,1-c]-1,2,4-triazole chloride